(3-(hydroxymethyl)-1H-indol-1-yl)octanoic acid methyl ester COC(C(CCCCCC)N1C=C(C2=CC=CC=C12)CO)=O